N-Acetylmethionine CC(=O)NC(CCSC)C(=O)O